1-(4-methylphenyl)-2-(4-ethylphenyl)acetylene Ethyl-3-(2-amino-4,6-dimethoxypyrimidin-5-yl)-propionate C(C)OC(CCC=1C(=NC(=NC1OC)N)OC)=O.CC1=CC=C(C=C1)C#CC1=CC=C(C=C1)CC